4-amino-3-[6-(2-propoxyphenyl)pyridin-3-ylazo]naphthalene-1-sulfonic acid NC1=C(C=C(C2=CC=CC=C12)S(=O)(=O)O)N=NC=1C=NC(=CC1)C1=C(C=CC=C1)OCCC